C(C)(=O)C1=C(C=C(C=C1)C=1C(=C(C(N(C1)C)=O)C)C)OC(F)(F)F 5-[4-acetyl-3-(trifluoromethoxy)phenyl]-1,3,4-trimethyl-pyridin-2-one